2-bromo-1-[4-(fluoromethyl)phenyl]ethanone BrCC(=O)C1=CC=C(C=C1)CF